COC(CCCN1C(N(C2=C1C=C(C=C2)NC2=C(C(=NC=C2)Cl)C#N)C)=O)=O 4-[6-[(2-chloro-3-cyano-4-pyridinyl)amino]-3-methyl-2-oxo-benzoimidazol-1-yl]butanoic acid methyl ester